(+/-)-trans-methyl 3-((5-fluoro-2-(5-fluoro-1-tosyl-1H-pyrrolo[2,3-b]pyridin-3-yl)-6-(1-methyl-1H-pyrazol-4-yl)pyrimidin-4-yl)amino)bicyclo[2.2.2]octane-2-carboxylate FC=1C(=NC(=NC1C=1C=NN(C1)C)C1=CN(C2=NC=C(C=C21)F)S(=O)(=O)C2=CC=C(C)C=C2)NC2C(C1CCC2CC1)C(=O)OC